2-(methoxymethoxy)-4-(trifluoromethyl)benzaldehyde COCOC1=C(C=O)C=CC(=C1)C(F)(F)F